N[C@@H]([C@@H](CN1C(C=2C(C1=O)=CC=CC2)=O)O)CC2=NC=CC=C2 N-[(2R,3R)-3-Amino-2-hydroxy-4-(pyridin-2-yl)butan-1-yl]phthalimide